Dicyclohexyl-(2',6'-dimethoxy[1,1'-biphenyl]-2-yl)phosphine C1(CCCCC1)P(C1=C(C=CC=C1)C1=C(C=CC=C1OC)OC)C1CCCCC1